(2S,4S)-4-Methoxypyrrolidine-2-carboxylic acid CO[C@H]1C[C@H](NC1)C(=O)O